3-PYRAZOL-1-YL-PHENYLBORONIC ACID N1(N=CC=C1)C=1C=C(C=CC1)B(O)O